IC1=CC=C(C=C1)NC([C@@H](C)NC(OC(C)(C)C)=O)=O tert-butyl (R)-(1-((4-iodophenyl)amino)-1-oxopropan-2-yl)carbamate